C(C)(=O)C=1C=C(C=CC1)NC(=O)C=1C(=NC=C(C1)C(F)(F)F)OC1=C(C=C(C=C1)OC(F)(F)F)Cl N-(3-acetylphenyl)-2-[2-chloro-4-(tri-fluoromethoxy)-phenoxy]-5-(tri-fluoromethyl)pyridine-3-carboxamide